CC1=C(C=C(S1)C(=O)OC)C1=NC=C(C=C1B1OC(C(O1)(C)C)(C)C)C(F)(F)F methyl 5-methyl-4-[3-(4,4,5,5-tetramethyl-1,3,2-dioxaborolan-2-yl)-5-(trifluoromethyl)pyridin-2-yl]thiophene-2-carboxylate